N1N=C(C=C1)[C@H](C)N1C(N=C(C2=CC=C(C=C12)Cl)N)=O (S)-1-(1-(1H-pyrazol-3-yl)ethyl)-4-amino-7-chloroquinazolin-2(1H)-one